(7-((3-chloro-4-methoxypyridin-2-yl)oxy)-2-azaspiro[3.5]non-2-yl)((1s,3s)-3-hydroxy-3-methylcyclobutyl)methanone ClC=1C(=NC=CC1OC)OC1CCC2(CN(C2)C(=O)C2CC(C2)(C)O)CC1